NC1=NN(C(=C1)Br)CC1=NC=C(C#N)C=C1 6-((3-amino-5-bromo-1H-pyrazol-1-yl)methyl)nicotinonitrile